1-benzyl-1,5-dihydro-4H-pyrazolo[3,4-d]Pyridazin-4-one C(C1=CC=CC=C1)N1N=CC2=C1C=NNC2=O